methyl (E)-3-(3-(N-((3-chloro-4'-(dimethylamino)-[1,1'-biphenyl]-4-yl)methyl-d)cyclohexanecarboxamido)phenyl)acrylate ClC=1C=C(C=CC1C(N(C(=O)C1CCCCC1)C=1C=C(C=CC1)/C=C/C(=O)OC)[2H])C1=CC=C(C=C1)N(C)C